(E)-N-(benzo[d][1,3]dioxol-5-yl)-3-(2-ethoxy-4-chlorophenyl)acrylamide O1COC2=C1C=CC(=C2)NC(\C=C\C2=C(C=C(C=C2)Cl)OCC)=O